C(#N)CCB1OB(OB(O1)CCC#N)CCC#N tris(2-cyanoethyl)boroxine